BrC=1C=NC(=NC1)N1CCC(CC1)C(C)C 5-bromo-2-(4-isopropylpiperidin-1-yl)pyrimidine